NC=1NC2=CC=CC=C2C1 monoaminoindole